sodium caprylhydroxamate salt C(CCCCCCC)(=O)N[O-].[Na+]